3-hydroxy-N-[2-(methylamino)ethyl]piperidin-4-carboxamide OC1CNCCC1C(=O)NCCNC